C(OC(C(F)(F)F)C)([O-])=O methyl-2,2,2-trifluoroethyl carbonate